4-[4-[4-[(2,6-dioxo-3-piperidyl)amino]-2-fluoro-phenyl]-1-piperidyl]-3-fluoro-cyclohexanecarboxylic acid O=C1NC(CCC1NC1=CC(=C(C=C1)C1CCN(CC1)C1C(CC(CC1)C(=O)O)F)F)=O